OC(CN1CC2=CN=CC=C2C(=C1)C(C)C)(C)C N-(2-hydroxy-2-methylpropyl)-4-isopropyl-2,7-naphthyridine